4-(2-{[(2R,7aR)-2-fluoro-hexahydro-1H-pyrrolizin-7a-yl]methoxy}-6-chloro-4-{3,8-diazabicyclo[3.2.1]octan-3-yl}-8-fluoroquinazolin-7-yl)-5-fluoronaphthalen-2-ol F[C@@H]1C[C@]2(CCCN2C1)COC1=NC2=C(C(=C(C=C2C(=N1)N1CC2CCC(C1)N2)Cl)C2=CC(=CC1=CC=CC(=C21)F)O)F